C1(=CC=CC=C1)C=1C(=NN(C1C#N)C1=C(C=CC=C1)C)C(F)(F)F 4-phenyl-1-(o-tolyl)-3-trifluoromethyl-1H-pyrazole-5-carbonitrile